COC1=CC=C(C=N1)C=1C=C2C(=CN(C2=CC1)CC(=O)N1[C@@H]2CC[C@H]([C@H]1C(NC1=NC(=CC=C1)C)=O)C2)C(=O)N 5-(6-methoxypyridin-3-yl)-1-(2-((1R,3S,4S)-3-((6-methylpyridin-2-yl)carbamoyl)-2-azabicyclo[2.2.1]heptan-2-yl)-2-oxoethyl)-1H-indole-3-carboxamide